(2S)-N-ethyl-2-((3-(methoxymethyl)-1-methyl-4-(7-methyl-2-(tetrahydro-2H-pyran-2-yl)-3-vinyl-2H-pyrazolo[3,4-c]pyridin-5-yl)-1H-pyrazol-5-yl)oxy)propan-1-amine C(C)NC[C@H](C)OC1=C(C(=NN1C)COC)C1=CC=2C(C(=N1)C)=NN(C2C=C)C2OCCCC2